C(CCCCCCC)SC1=NC(=NC(=N1)SCCCCCCCC)N 4,6-bis(octylthio)-1,3,5-triazin-2-ylamine